ClC1=NC2=CC=C(C=C2C(=N1)NCC1=CC(=CC=C1)Cl)C=1C=CC(N(C1)C)=O 5-(2-chloro-4-((3-chlorobenzyl)amino)quinazolin-6-yl)-1-methylpyridin-2(1H)-one